(2-aminobenzo[d]thiazol-6-yl)-3-(4-chlorobenzyl)urea NC=1SC2=C(N1)C=CC(=C2)NC(=O)NCC2=CC=C(C=C2)Cl